CO[Si](CCCNC=O)(OC)OC N-(3-trimethoxysilylpropyl)formamide